5-amino-1,3-benzenediacetic acid NC=1C=C(C=C(C1)CC(=O)O)CC(=O)O